C(C)OC=1NC(C=2C(N1)=NN(C2)C2=C(C=C(C=C2C)OC)F)=O 6-ethoxy-2-(2-fluoro-4-methoxy-6-methylphenyl)-2,5-dihydro-4H-pyrazolo[3,4-d]pyrimidin-4-one